Cl.Cl.N1(CCCC2=CC=CC=C12)C(CC)=O 3,4-dihydroquinolin-1(2H)-yl-propane-1-one dihydrochloride